methyl 5-(1H-[1,2,3]triazolo[4,5-d]pyrimidin-5-yl)-2-fluorobenzoate N1N=NC=2N=C(N=CC21)C=2C=CC(=C(C(=O)OC)C2)F